C(C=C)C1C(C1)Br 1-ALLYL-2-BROMOCYCLOPROPANE